C(C1=CC=CC=C1)[C@H]1C[C@@H](N(C1)C(=O)OC(C)(C)C)C(=O)N[C@H](C(=O)NCC=1C=C2CN(CC2=CC1)C(=O)OC(C)(C)C)C tert-Butyl 5-(((S)-2-((2R,4S)-4-benzyl-1-(tert-butoxycarbonyl)pyrrolidine-2-carboxamido)propanamido)methyl)isoindoline-2-carboxylate